N-[(E)-(1-Hydroxy-3H-2,1-benzoxaborol-5-yl)methylenamino]-N-(2-Methoxyethyl)-1,1-dioxo-1,2-benzothiazol-3-amin OB1OCC2=C1C=CC(=C2)\C=N\N(C2=NS(C1=C2C=CC=C1)(=O)=O)CCOC